4-bromo-3,5-dimethyl-1-((2-(trimethylsilyl)ethoxy)methyl)-1H-pyrazole BrC=1C(=NN(C1C)COCC[Si](C)(C)C)C